COC1=C(C=CC=C1)C1=CC(=NC=C1C(=O)NC=1SC2=C(N1)C=CC(=C2)N2C(CCCC2)=O)C 4-(2-methoxyphenyl)-6-methyl-N-(6-(2-oxopiperidin-1-yl)benzo[d]thiazol-2-yl)nicotinamide